3-methyl-2-(pyrrolidine-1-carbonyl)naphtho[1,2-b]furan-4,5-dione CC=1C2=C(OC1C(=O)N1CCCC1)C1=CC=CC=C1C(C2=O)=O